4-((3S,5R)-4-acryloyl-3,5-dimethylpiperazin-1-yl)-6,7-dichloro-1-(2-isopropyl-4-methyl-pyridin-3-yl)-2-oxo-1,2-dihydro-1,8-naphthyridine-3-carbonitrile C(C=C)(=O)N1[C@H](CN(C[C@H]1C)C1=C(C(N(C2=NC(=C(C=C12)Cl)Cl)C=1C(=NC=CC1C)C(C)C)=O)C#N)C